NC1=C(N=CC(=N1)N1CCC2(CC1)C(C1=CC(=CC=C1C2)S(=O)(=O)C)N)SC2=C(C(=NC=C2)N)Cl 1'-(6-amino-5-((2-amino-3-chloropyridin-4-yl)thio)pyrazin-2-yl)-6-(methylsulfonyl)-1,3-dihydrospiro[indene-2,4'-piperidin]-1-amine